C1(=CC(=CC=C1)C1=NC(=NC=C1F)N[C@@H]1CC[C@H](CC1)C(=O)O)C1=CC=CC=C1 trans-4-((4-([1,1'-biphenyl]-3-yl)-5-fluoropyrimidin-2-yl)amino)cyclohexane-1-carboxylic acid